(3aS,4S,7aR)-2-(4-bromophenyl)-6-(hydroxymethyl)cyclohexane-1-carboxylic acid BrC1=CC=C(C=C1)C1C(C(CCC1)CO)C(=O)O